2-(2-(5-methoxy-1H-pyrrolo[3,2-b]pyridin-3-yl)ethyl)isoindoline-1,3-dione COC1=CC=C2C(=N1)C(=CN2)CCN2C(C1=CC=CC=C1C2=O)=O